1-(6-(4-(2-chloro-5-hydroxy-3-methylphenyl)-3,7,7-trimethyl-7,8-dihydro-5H-pyrano[4,3-b]pyridin-2-yl)-2,6-diazaspiro[3.4]octan-2-yl)-2-propen-1-one ClC1=C(C=C(C=C1C)O)C1=C2C(=NC(=C1C)N1CC3(CN(C3)C(C=C)=O)CC1)CC(OC2)(C)C